4,4,5,5-tetramethyl-2-(2-methyl-2,3-dihydrobenzofuran-5-yl)-1,3,2-dioxaborolane CC1(OB(OC1(C)C)C=1C=CC2=C(CC(O2)C)C1)C